1-(3-cyano-4,6-bis(trifluoromethyl)pyridin-2-yl)-N-ethyl-N-(4-fluoro-3-methylphenyl)-1H-pyrrole-2-carboxamide C(#N)C=1C(=NC(=CC1C(F)(F)F)C(F)(F)F)N1C(=CC=C1)C(=O)N(C1=CC(=C(C=C1)F)C)CC